N-[3-(dimethylamino)propyl]-8-fluoro-6-hydroxy-7-(1,1,4-trioxo-1λ6,2,5-thiadiazolidin-2-yl)-3,4-dihydroisoquinoline-2(1H)-carboxamide CN(CCCNC(=O)N1CC2=C(C(=C(C=C2CC1)O)N1S(NC(C1)=O)(=O)=O)F)C